2-bromo-6-(cyanomethyl)benzonitrile BrC1=C(C#N)C(=CC=C1)CC#N